FCCN1CC(C1)COC=1C(=CC(=NC1)C)C1=CC=2N(C=C1)N=C(C2)NC(=O)C2CC2 N-(5-(5-((1-(2-fluoroethyl)azetidin-3-yl)methoxy)-2-methylpyridin-4-yl)pyrazolo[1,5-a]pyridin-2-yl)cyclopropanecarboxamide